N[C@@H]1[C@@H](OCC12CCN(CC2)C2=C(N=C1C(=N2)NN=C1C#CC1=C(C(=CC=C1F)F)Cl)CO)C (6-((3S,4S)-4-amino-3-methyl-2-oxa-8-azaspiro[4.5]decan-8-yl)-3-((2-chloro-3,6-difluorophenyl)ethynyl)-1H-pyrazolo[3,4-b]pyrazin-5-yl)methanol